N-(1-aminomethyl)-3-aminopropyltrimethoxysilane NCNCCC[Si](OC)(OC)OC